3-methyl-6-(7-(2-methyl-6-(trifluoromethyl)pyrimidin-4-yl)-2,7-diazaspiro[4.4]nonan-2-yl)-1-(oxetan-3-yl)-1H-pyrazolo[3,4-b]pyrazine CC1=NN(C2=NC(=CN=C21)N2CC1(CC2)CN(CC1)C1=NC(=NC(=C1)C(F)(F)F)C)C1COC1